3-oxo-7-vinyldecahydro-4,9a-propanocyclopenta[8]annulen-5-yl 2-((6-fluoro-1-hydroxy-1,3-dihydrobenzo[c][1,2]oxaborol-5-yl)oxy)acetate FC=1C(=CC2=C(B(OC2)O)C1)OCC(=O)OC1C2C3C(CCC(C1)C=C)(CCC3=O)CCC2